Sodium (5-fluoro-2-(tetrahydrofuran-2-yl) phenyl) methanesulfonate CS(=O)(=O)OC1=C(C=CC(=C1)F)C1OCCC1.[Na]